C(CC(C)C)C1CC2C(N(COC2(C)C)C)C(C1)C 6-isopentyl-1,4,4,8-tetramethyl-octahydro-2H-benzo[d][1,3]oxazine